tris(4-tert-butylphenyl)sulfonium perfluoro-1-butanesulfonate FC(C(C(C(F)(F)F)(F)F)(F)F)(S(=O)(=O)[O-])F.C(C)(C)(C)C1=CC=C(C=C1)[S+](C1=CC=C(C=C1)C(C)(C)C)C1=CC=C(C=C1)C(C)(C)C